C(C)NC(=O)NC1=NC(=CC(=C1)CN1CCN(CC1)C=1C(=NC(=CC1)N1N=CC=C1)C)OC 1-ethyl-3-(6-methoxy-4-((4-(2-methyl-6-(1H-pyrazol-1-yl)pyridin-3-yl)piperazin-1-yl)methyl)pyridin-2-yl)urea